COC1=CC=C(C=C1)CN1C(C(CCC1=O)N1C(N(C2=C1C=CC(=C2)NCCCCCCCC(=O)OC(C)(C)C)C)=O)=O tert-butyl 8-[[1-[1-[(4-methoxyphenyl)methyl]-2,6-dioxo-3-piperidinyl]-3-methyl-2-oxo-benzoimidazol-5-yl]amino]octanoate